ClC1=C(C=NC=C1)N1C[C@@H](CCCC1)N(C(OC(C)(C)C)=O)C tert-butyl (R)-(1-(4-chloropyridin-3-yl)azepan-3-yl)(methyl)carbamate